N1=CC(=C2N1C=CC=N2)C(=O)N pyrazolo[1,5-a]pyrimidin-3-formamide